lauryl-dimethyl-amine C(CCCCCCCCCCC)N(C)C